2,6-difluoro-3-(N-(3-fluoropropylsulfonyl)-3-fluoro-propyl-sulfonylamino)-benzoic acid methyl ester COC(C1=C(C(=CC=C1F)N(S(=O)(=O)CCCF)S(=O)(=O)CCCF)F)=O